O=C1N(CCC(N1)=O)C=1C=CC(=NC1)N1CCC(CC1)CN1CCN(CC1)C1=NN=C(S1)C1=C(C=2NC=3C=C(C=CC3C2N=C1)C#N)NC(C)C 3-(5-(4-((1-(5-(2,4-dioxohexahydropyrimidin-1-yl)-pyridin-2-yl)-piperidin-4-yl)methyl)piperazin-1-yl)-1,3,4-thiadiazole-2-yl)-4-(isopropylamino)-5H-pyrido[3,2-b]indole-7-carbonitrile